8-bromoimidazo[1,2-c]Pyrimidine-2-carboxylic acid BrC=1C=2N(C=NC1)C=C(N2)C(=O)O